N-[(3R,4S)-1-(3,3-difluorocyclobutanecarbonyl)-4-fluoropyrrolidin-3-yl]-2,3-difluorobenzamide FC1(CC(C1)C(=O)N1C[C@H]([C@H](C1)F)NC(C1=C(C(=CC=C1)F)F)=O)F